(S)-N-(1-(2-(1-cyclopropyl-1H-pyrazol-4-yl)quinolin-4-yl)ethyl)-5-(2-(dimethylamino)ethoxy)-2-methylbenzamide C1(CC1)N1N=CC(=C1)C1=NC2=CC=CC=C2C(=C1)[C@H](C)NC(C1=C(C=CC(=C1)OCCN(C)C)C)=O